N1=CC(=CC=C1)[C@@H](CO[Si](C(C)C)(C(C)C)C(C)C)O (1S)-1-(3-pyridyl)-2-triisopropylsilyloxy-ethanol